(R)-3-(2-(3-acetyl-5-(2-methylpyrimidin-5-yl)-1H-indazol-1-yl)acetyl)-N-(3-chloro-2-fluorobenzyl)-5,5-dimethylthiazolidine-4-carboxamide C(C)(=O)C1=NN(C2=CC=C(C=C12)C=1C=NC(=NC1)C)CC(=O)N1CSC([C@H]1C(=O)NCC1=C(C(=CC=C1)Cl)F)(C)C